S1C=NC=C1/C=C/C(=O)OCC (E)-ethyl 3-(thiazol-5-yl)acrylate